FC1(CN(CC1)C1=CC2=C(N=CN=C2N)C(=N1)C1=C(C(=CC=C1C)OC)C)F 6-(3,3-difluoropyrrolidin-1-yl)-8-(3-methoxy-2,6-dimethylphenyl)pyrido[3,4-d]pyrimidin-4-amine